1-methyl-4-oxo-1,8-naphthyridine-3-carboxylic acid CN1C=C(C(C2=CC=CN=C12)=O)C(=O)O